The molecule is an iron chelate resulting from the deprotonation of all four carboxy groups of ethylenediaminetetraacetic acid and the addition of an iron(3+) and a sodium ion. It is used for the treatment of iron deficiency anaemia. It is an iron chelate and an organic sodium salt. It contains an iron(3+). C(CN(CC(=O)O)CC(=O)[O-])N(CC(=O)O)CC(=O)O.[Na+].[Fe]